FC=1C=CC(=C(C=O)C1)OC 5-FLUORO-2-METHOXYBENZALDEHYDE